4-methyl-4-vinyl-1,3-dioxolan-2-one CC1(OC(OC1)=O)C=C